C1(=CC=CC=C1)CC(=O)OCC=CC1=CC=CC=C1 benzeneacetic acid, 3-phenyl-2-propenyl ester